COC([C@@H](N(CCCl)CCCl)CC1=CC=C(C=C1)[N+](=O)[O-])=O N,N-bis(2-chloroethyl)-4-nitrophenylalanine methyl ester